ClC=1C=C(N(C(NCC=2C=C3CN(C(C3=CC2)=O)C2C(NC(CC2)=O)=O)=O)CC(C(=O)O)=C)C=C(C1)OC 2-[[3-chloro-N-[[2-(2,6-dioxo-3-piperidyl)-1-oxo-isoindolin-5-yl]methylcarbamoyl]-5-methoxy-anilino]methyl]prop-2-enoic acid